(R)-((6-(1H-benzo[d]imidazol-1-yl)-4-(3-methylmorpholino)pyridin-2-yl)imino)dimethyl-λ6-sulfanone N1(C=NC2=C1C=CC=C2)C2=CC(=CC(=N2)N=S(=O)(C)C)N2[C@@H](COCC2)C